tert-butyl (E)-3-(2-(phenylsulfonyl)vinyl)azetidine-1-carboxylate C1(=CC=CC=C1)S(=O)(=O)/C=C/C1CN(C1)C(=O)OC(C)(C)C